[F-].P(=O)(OC1=CC=C(C=C1)C)(OC1=CC=C(C=C1)C)[O-] di-p-tolyl phosphate fluoride